ClC1=NC=CC(=C1)NC(=O)C1=C(N(C(=C1C)C(C(=O)NC(CO)(C)C)=O)C)C N-(2-chloropyridin-4-yl)-5-(2-((1-hydroxy-2-methylpropan-2-yl)amino)-2-oxoacetyl)-1,2,4-trimethyl-1H-pyrrole-3-carboxamide